tert-butyl 4-(7-methoxy-7-oxoheptyl)piperazine-1-carboxylate COC(CCCCCCN1CCN(CC1)C(=O)OC(C)(C)C)=O